C(#C)C1=CC=C(C=C1)[C@H](C)NC(OC(C)(C)C)=O Tert-butyl (S)-(1-(4-ethynylphenyl)ethyl)carbamate